ClC1=C(C(=CC=C1)F)NC(C1=C(C=C(C(=C1)F)C1=NN(C(=N1)[C@H](C)O)C1CC1)O[C@H](C(F)(F)F)C)=O N-(2-chloro-6-fluorophenyl)-4-(1-cyclopropyl-5-((S)-1-hydroxyethyl)-1H-1,2,4-triazol-3-yl)-5-fluoro-2-(((S)-1,1,1-trifluoropropan-2-yl)oxy)benzamide